Ethyl (2,3,4,5,6-pentafluorobenzoyl)acetate FC1=C(C(=O)CC(=O)OCC)C(=C(C(=C1F)F)F)F